4,4-difluoro-N,N-dimethylpyrrolidine-1-carboxamide FC1(CCN(C1)C(=O)N(C)C)F